CN1N=CC(=C1C1=CC=2N(C=C1)N=C(C2)NC2=NC(=NC(=C2)C(F)(F)F)C)OC[C@@H]2N(CC2)C[C@H](C)O (2S)-1-[(2R)-2-[[1-methyl-5-[2-[[2-methyl-6-(trifluoromethyl)pyrimidin-4-yl]amino]pyrazolo[1,5-a]pyridin-5-yl]pyrazol-4-yl]oxymethyl]azetidin-1-yl]propan-2-ol